BrC1=CC=C(C=C1)C(=O)C1CC(CC1)O (4-bromophenyl)(3-hydroxycyclopentyl)methanone